5-cyano-2-((4-fluoro-2-methylphenyl)amino)benzoic acid C(#N)C=1C=CC(=C(C(=O)O)C1)NC1=C(C=C(C=C1)F)C